C(CCC)C1=C(C(C(=O)O)=CC=C1)OCCCCCCCC.C(C=1C(O)=CC=CC1)(=O)OCCCC butyl salicylate (Butyloctyl Salicylate)